FC1=C(C(=O)N([C@H]2CNCCC2)C2=NC=CC3=C2C(=CS3)C)C=CC(=C1)C=1N=NN3C1CN(CC3)C 2-fluoro-4-(5-methyl-6,7-dihydro-4H-triazolo[1,5-a]pyrazin-3-yl)-N-(3-methylthieno[3,2-c]pyridin-4-yl)-N-[(3R)-3-piperidyl]benzamide